BrC1=C(C=C(C(=C1)COC(C)(C)OC)C#C)COC(C)(C)OC 1-bromo-4-ethynyl-2,5-bis(((2-methoxypropane-2-yl)oxy)methyl)benzene